(1r,4r)-4-(3-(5-(difluoromethyl)pyrazin-2-yl)-2-oxoimidazolidin-1-yl)cyclohexylcarbamate FC(C=1N=CC(=NC1)N1C(N(CC1)C1CCC(CC1)NC([O-])=O)=O)F